(4-((7-methyl-7H-pyrrolo[2,3-D]pyrimidin-4-yl)oxy)phenyl)-2-(pyridin-4-yl)acetamide di-tert-butyl-dicarbonate C(C)(C)(C)OC(=O)OC(=O)OC(C)(C)C.CN1C=CC2=C1N=CN=C2OC2=CC=C(C=C2)C(C(=O)N)C2=CC=NC=C2